diglycerol monooctanoate C(CCCCCCC)(=O)O.OCC(O)CO.OCC(O)CO